ClC=1C=C(C(=O)OO)C=CC1 3-chlorobenzoperoxoic acid